ONC(C1=C(C(=CC=C1)N1CC(C1)OC1=CC=C(C=C1)OCC=1C=NC=CC1)N1C=CC=C1)=O N-hydroxy-3-(3-(4-(pyridin-3-ylmethoxy)phenoxy)azetidin-1-yl)-2-(1H-pyrrol-1-yl)benzamide